5-(4-chlorobenzyl)-2-((methylthio)methyl)morpholine ClC1=CC=C(CC2COC(CN2)CSC)C=C1